FC1=C(COC=2C(=CC(=C(C2)N2C(NC=3C(C2=O)=C(SC3)C(=O)N(C)OC)=O)F)OC)C(=CC=C1F)OC 3-(5-((2,3-difluoro-6-methoxybenzyl)oxy)-2-fluoro-4-methoxyphenyl)-N-methoxy-N-methyl-2,4-dioxo-1,2,3,4-tetrahydrothieno[3,4-d]pyrimidine-5-carboxamide